FC=1C=C(C=C(C1)F)CC(=O)N[C@H](C(=O)N[C@@H]1C(N(C2=C(C3=C1C=CC=C3)C=CC=C2)C)=O)C (2S)-2-[[2-(3,5-difluorophenyl)acetyl]amino]-N-[(7S)-5-methyl-6-oxo-7H-benzo[d][1]benzazepin-7-yl]propionamide